3-[4-bromo-3-chloro-5-(hydroxymethyl)anilino]-1-(trans-4-cyanotetrahydro-2H-pyran-3-yl)pyrazole-4-carboxamide BrC1=C(C=C(NC2=NN(C=C2C(=O)N)[C@@H]2COCC[C@H]2C#N)C=C1CO)Cl